ClC=1C=CC(=C(C1)C1=C(C(=NC=N1)O)C)N1N=NC=C1 6-(5-chloro-2-(1H-1,2,3-triazol-1-yl)phenyl)-5-methylpyrimidin-4-ol